ClC=1C=C(C=C(C1)C)N1CC(CC1=O)C 1-(3-Chloro-5-methylphenyl)-3-methyl-5-oxopyrrolidin